C1(CC1)C(=O)NC1=CC(=C(N=N1)C(=O)NC([2H])([2H])[2H])NC1=NC=CC=2C=3C([C@H](N(C12)C)C)=NN(N3)C3CC3 |o1:27| rel-(R)-6-(cyclopropanecarboxamido)-4-((2-cyclopropyl-4,5-dimethyl-4,5-dihydro-2H-[1,2,3]triazolo[4,5-c][1,7]naphthyridin-6-yl)amino)-N-(methyl-d3)pyridazine-3-carboxamide